FC1=C2C=CC=NC2=CC=C1NC1=NC=NC2=CC(=CC(=C12)OC(C(=O)O)C)C=1C=NN(C1)C 2-((4-((5-fluoroquinolin-6-yl)amino)-7-(1-methyl-1H-pyrazol-4-yl)quinazolin-5-yl)oxy)propanoic acid